(S)-3-(5-bromo-3-((2-(2-ethoxy-2-oxoethyl)phenoxy)methyl)-1H-indazol-1-yl)pyrrolidine-1-carboxylic acid isobutyl ester C(C(C)C)OC(=O)N1C[C@H](CC1)N1N=C(C2=CC(=CC=C12)Br)COC1=C(C=CC=C1)CC(=O)OCC